5-((6-chloro-5-(4'-(1-(2,2,2-trifluoroethyl)-1H-1,2,4-triazol-3-yl)-[1,1'-biphenyl]-4-yl)-1H-imidazo[4,5-b]pyridin-2-yl)oxy)-2-methylbenzoic acid ClC=1C=C2C(=NC1C1=CC=C(C=C1)C1=CC=C(C=C1)C1=NN(C=N1)CC(F)(F)F)N=C(N2)OC=2C=CC(=C(C(=O)O)C2)C